N1CCC(CC1)C=1NC(C2=C(N1)C(=NC(=C2)C2=CC=C(C=C2)C(F)(F)F)C=2C=NC=CC2)=O (piperidin-4-yl)-8-(pyridin-3-yl)-6-(4-(trifluoromethyl)phenyl)pyrido[3,4-d]pyrimidin-4(3H)-one